NCC=1C(=C(C=CC1)B(O)O)F 3-(aminomethyl)-2-fluorophenylboronic acid